C(C=C)(=O)OC=CCCCCC heptenyl acrylate